S1C(=CC=C1)C(=O)N THIOPHENCARBOXAMIDE